FC(C=1N=C2N(N=C(C=C2[C@@H]2[C@H](C2)C(F)F)C=2C(=NC(=NC2)OC)OC)C1)F 2-(difluoromethyl)-8-((1S,2S)-2-(difluoromethyl)cyclopropyl)-6-(2,4-dimethoxypyrimidine-5-yl)imidazo[1,2-b]pyridazine